(S)-4-Fluoro-N-(1-(3-hydroxyazetidin-1-yl)-2,3-dimethylbutan-2-yl)-N,3-dimethylbenzamide FC1=C(C=C(C(=O)N(C)[C@](CN2CC(C2)O)(C(C)C)C)C=C1)C